1-[Trans-(7RS,9RS)-9-(1H-benzimidazol-2-ylamino)-3-cyclopropyl-5-(2-methylpropylsulfamoyl)-8,9-dihydro-7H-cyclopenta[h]isochinolin-7-yl]-3-[rac-(1S)-1-(3-methoxyphenyl)ethyl]urea N1C(=NC2=C1C=CC=C2)N[C@@H]2C[C@H](C1=CC(=C3C=C(N=CC3=C12)C1CC1)S(NCC(C)C)(=O)=O)NC(=O)N[C@@H](C)C1=CC(=CC=C1)OC |r|